ClC=1C=C(C=C(C1)S(=O)(=O)C)NC(=O)C=1C=NN(C1)C1=C(C=CC=C1C)OCC1=CC(=CC=C1)F N-(3-chloro-5-(methylsulfonyl)phenyl)-1-(2-((3-fluorobenzyl)oxy)-6-methylphenyl)-1H-pyrazole-4-carboxamide